2-phenyl-3-(trifluoromethyl)-5-[(trimethylsilyl)ethynyl]pyridine C1(=CC=CC=C1)C1=NC=C(C=C1C(F)(F)F)C#C[Si](C)(C)C